C(#N)C1=C(SC2=C1C(=NC=C2F)C=2C1=C(C=3C=NC(=NC3C2F)OC[C@H]2N(CCC(C2)(F)F)C)COC1)NC(OC(C)(C)C)=O tert-Butyl N-[3-cyano-4-[3-[[(2S)-4,4-difluoro-1-methyl-2-piperidyl]methoxy]-5-fluoro-7,9-dihydrofuro[3,4-f]quinazolin-6-yl]-7-fluoro-thieno[3,2-c]pyridin-2-yl]carbamate